2-{6-[(3R)-3-(cyclobutylamino)pyrrolidin-1-yl]pyridazin-3-yl}-5-(6-methylpyridin-3-yl)phenol C1(CCC1)N[C@H]1CN(CC1)C1=CC=C(N=N1)C1=C(C=C(C=C1)C=1C=NC(=CC1)C)O